C1(C=CC(N1C=1C=C(C(=O)C(CCC(=O)[N-]O)N2C(CCC2=O)=O)C=CC1)=O)=O m-Maleimidobenzoyl-N-Hydroxysuccinimidyl-butyrylamide